(1-methyl-d3-1H-1,2,4-triazol-3-yl)methanol C(N1N=C(N=C1)CO)([2H])([2H])[2H]